24-ethyl-cholest-5-enol C(C)C(C(CO)C)CC[C@@H](C)[C@H]1CC[C@H]2[C@@H]3CC=C4CCCC[C@]4(C)[C@H]3CC[C@]12C